IC1=CC(=C(N=N1)N1CCC2(CC2)CC1)C(=O)OC methyl 6-iodo-3-(6-azaspiro[2.5]octan-6-yl)pyridazine-4-carboxylate